LITHIUM CARBODIIMIDE N=C=N.[Li]